1-(4-(2-(3,4-dimethoxyphenyl)-3-ethyl-1H-indol-5-yl)piperidin-1-yl)-2-(isopropyl-(methyl)amino)ethan-1-one COC=1C=C(C=CC1OC)C=1NC2=CC=C(C=C2C1CC)C1CCN(CC1)C(CN(C)C(C)C)=O